3-(7-(2-(cycloheptylamino)-2-oxoethoxy)naphthalen-2-yl)-3-(2,3-dihydrobenzo[b][1,4]dioxin-6-yl)propanoic acid C1(CCCCCC1)NC(COC1=CC=C2C=CC(=CC2=C1)C(CC(=O)O)C1=CC2=C(OCCO2)C=C1)=O